5-bromo-3-chloro-6-fluoropyridin-2-amine BrC=1C=C(C(=NC1F)N)Cl